(2S,5R)-7-oxo-2-(N-((2-(piperazin-1-yl) ethyl) sulfonyl) formamidyl)-1,6-diazabicyclo[3.2.1]oct-6-ylsulfate O=C1N([C@@H]2CC[C@@H](N1C2)N(C=O)S(=O)(=O)CCN2CCNCC2)OS(=O)(=O)[O-]